acryloyloxyethyl-dimethylbenzylammonium C(C=C)(=O)OCC[N+](CC1=CC=CC=C1)(C)C